OC[C@H](C)C1=CC=CC=N1 6-[(2R)-1-hydroxypropan-2-yl]pyridin